ClC=1NC2=CC(=C(C(=C2C1)C)Cl)Cl 2,5,6-trichloro-4-methylindole